C1(CC1)N1CCC(CC1)NC=1C2=CC=CC=C2N=C2C=C(C(=CC12)OC)OCC N-(1-cyclopropylpiperidin-4-yl)-3-ethoxy-2-methoxyacridin-9-amine